C(=CC1=CC=CC=C1)C1=CC=CC=C1C=CC=O styrene-cinnamaldehyde